ClC1=C(C=CC=C1C(F)(F)F)CC(=O)NC1=CC(=NC=C1)N(C(C)=O)C1=C(C(=CC=C1)F)F N-(4-{2-[2-chloro-3-(trifluoromethyl)phenyl]acetamido}pyridin-2-yl)-N-(2,3-difluorophenyl)acetamide